1-vinyl-3-ethylimidazole tetrafluoroborate salt F[B-](F)(F)F.C(=C)N1CN(C=C1)CC